2-(5-(2-(azetidin-1-yl)ethyl)-2-oxo-4-(trifluoromethyl)pyridin-1(2H)-yl)-4-methylpentanoic acid ethyl ester C(C)OC(C(CC(C)C)N1C(C=C(C(=C1)CCN1CCC1)C(F)(F)F)=O)=O